S-sulfinyl-L-cysteine S(=O)=SC[C@H](N)C(=O)O